2-O-α-glucosyl-L-ascorbic acid [C@H]1([C@H](O)[C@@H](O)[C@H](O)[C@H](O1)CO)OC=1C(=O)O[C@@H](C1O)[C@@H](O)CO